N1(CC1)CCCNS(=O)(=O)C=1C=C(C(=O)N(CCC)CCC)C=CC1C 3-(N-(3-(aziridine-1-yl)propyl)sulfamoyl)-4-methyl-N,N-dipropylbenzamide